8-amino-3-methyl-N-[(3S)-1-methylpiperidin-3-yl]-1-[4-({[3-(trifluoromethyl)phenyl]carbamoyl}amino)naphthalen-1-yl]imidazo[1,5-a]pyrazine-5-carboxamide NC=1C=2N(C(=CN1)C(=O)N[C@@H]1CN(CCC1)C)C(=NC2C2=CC=C(C1=CC=CC=C21)NC(NC2=CC(=CC=C2)C(F)(F)F)=O)C